6-(2-hydroxy-3-bromobenzylamino)purine mesylate S(C)(=O)(=O)O.OC1=C(CNC2=C3NC=NC3=NC=N2)C=CC=C1Br